1-benzyloxy-4-bromo-2-fluoro-benzene C(C1=CC=CC=C1)OC1=C(C=C(C=C1)Br)F